[6-[(5-fluoro-2-pyridyl)methyl]-2-azaspiro[3.3]heptan-2-yl]-[6-[3-(1-hydroxycyclopropyl)-1,2,4-triazol-1-yl]-2-azaspiro[3.3]heptan-2-yl]methanone FC=1C=CC(=NC1)CC1CC2(CN(C2)C(=O)N2CC3(C2)CC(C3)N3N=C(N=C3)C3(CC3)O)C1